5-Bromo-2-{(cyclopropylmethyl)[1-(tetrahydro-2H-pyran-2-yl)-1H-pyrazol-4-yl]amino}thiazole-4-carboxylate BrC1=C(N=C(S1)N(C=1C=NN(C1)C1OCCCC1)CC1CC1)C(=O)[O-]